CN1C[C@@H]2[C@H](CC1)CCN2C2=CC=C(N=N2)C2=C(C=C(C=C2CC)Cl)O 2-[6-[(3aR,7aS)-6-methyl-3,3a,4,5,7,7a-hexahydro-2H-pyrrolo[2,3-c]pyridin-1-yl]pyridazin-3-yl]-5-chloro-3-ethyl-phenol